The molecule is a phosphatidylcholine 33:1 in which the 1- and 2-acyl groups are specified as pentadecanoyl and oleoyl respectively. It derives from a pentadecanoic acid and an oleic acid. CCCCCCCCCCCCCCC(=O)OC[C@H](COP(=O)([O-])OCC[N+](C)(C)C)OC(=O)CCCCCCC/C=C\\CCCCCCCC